dibenzyl ((2S,3S)-3-hydroxybutan-2-yl) phosphate P(=O)(OCC1=CC=CC=C1)(OCC1=CC=CC=C1)O[C@@H](C)[C@H](C)O